(3-chloro-4-fluoro-phenylamino)-7-((S)-tetrahydrofuran-3-yloxy)-6-nitroquinazoline ClC=1C=C(C=CC1F)NC1=NC2=CC(=C(C=C2C=N1)[N+](=O)[O-])O[C@@H]1COCC1